3-[3-methyl-2-oxo-4-[3-(4-piperidyloxy)prop-1-ynyl]benzimidazol-1-yl]piperidine-2,6-dione ethyl-2-(2-nitro-4-iodophenyl)-2-methylpropionate C(C)OC(C(C)(C)C1=C(C=C(C=C1)I)[N+](=O)[O-])=O.CN1C(N(C2=C1C(=CC=C2)C#CCOC2CCNCC2)C2C(NC(CC2)=O)=O)=O